5-(5-amino-5,7-dihydrospiro[cyclopenta[b]pyridine-6,4'-piperidin]-1'-yl)pyrazin NC1C=2C(=NC=CC2)CC12CCN(CC2)C=2N=CC=NC2